N-(4-hydroxy-3-(methylsulfonylamino)phenyl)-2-(3-(4-methylpiperazin-1-yl)propoxy)-4'-(trifluoromethyl)-[1,1'-biphenyl]-4-carboxamide dihydrochloride Cl.Cl.OC1=C(C=C(C=C1)NC(=O)C1=CC(=C(C=C1)C1=CC=C(C=C1)C(F)(F)F)OCCCN1CCN(CC1)C)NS(=O)(=O)C